C(C)(C)(C)C=1C=C(CP(O)(O)=O)C=C(C1O)C(C)(C)C.CC1=NC=CC(=C1)B1OC(C(O1)(C)C)(C)C methyl-4-(4,4,5,5-tetramethyl-1,3,2-dioxaborolan-2-yl)pyridine 3,5-di-tert-butyl-4-Hydroxy-benzylphosphonate